octyloxyazobenzene bromide salt [Br-].C(CCCCCCC)OC1=C(C=CC=C1)N=NC1=CC=CC=C1